6-bromo-2-(2-(difluoromethyl)phenoxy)-3-fluoroaniline BrC1=CC=C(C(=C1N)OC1=C(C=CC=C1)C(F)F)F